FC1(C[C@@H](N(C1)[C@@H]1COCC1)C(=O)NC=1C=CC=C2C(=CNC12)C1=NC(=NC=C1C)NC=1C(=NN(C1)C)OC)F (R)-4,4-difluoro-N-(3-(2-((3-methoxy-1-methyl-1H-pyrazol-4-yl)amino)-5-methylpyrimidin-4-yl)-1H-indol-7-yl)-1-((S)-tetrahydrofuran-3-yl)pyrrolidine-2-carboxamide